2-butyl-7-(cyclohex-1-en-1-yl)-1-(4-methoxybenzyl)-1H-imidazo[4,5-d]pyridazin-4-amine C(CCC)C1=NC=2C(=C(N=NC2N)C2=CCCCC2)N1CC1=CC=C(C=C1)OC